N1(N=NC=C1)C[C@H]1CN(C(O1)=O)C1=CC(=C(C=C1)N1[C@H]2CSC[C@@H]1CC2)F (R)-5-((1H-1,2,3-triazol-1-yl)methyl)-3-(4-((1R,5S)-3-thia-8-azabicyclo[3.2.1]oct-8-yl)-3-fluorophenyl)oxazolidin-2-one